7-((5-(4-(2,3-dichlorophenyl)piperazin-1-yl)pentyl)oxy)quinolin-2(1H)-one ClC1=C(C=CC=C1Cl)N1CCN(CC1)CCCCCOC1=CC=C2C=CC(NC2=C1)=O